tert-butyl (R)-(1-hydroxy-3-(6-methoxypyrazin-2-yl)propan-2-yl)carbamate OC[C@@H](CC1=NC(=CN=C1)OC)NC(OC(C)(C)C)=O